C1NC(CC12CC=CCC2)C(=O)O 2-azaspiro[4.5]dec-7-ene-3-carboxylic acid